tert-butyl (1r,5s,6s)-6-((1-(1-(difluoromethyl) cyclopropyl)-5-(methoxycarbonyl)-2-oxo-1,2-dihydropyridin-4-yl) amino)-3-azabicyclo[3.1.0]hexane-3-carboxylate FC(C1(CC1)N1C(C=C(C(=C1)C(=O)OC)NC1[C@@H]2CN(C[C@H]12)C(=O)OC(C)(C)C)=O)F